2-(cyclopropylmethyl)-N-methyl-N-phenyl-1,2,3,4-tetrahydroisoquinolin-7-amine hydrochloride Cl.C1(CC1)CN1CC2=CC(=CC=C2CC1)N(C1=CC=CC=C1)C